BrC1=C(C=C(C(=C1F)C=O)Cl)C1=CC=C(C=C1)N1CCOCC1 2-bromo-5-chloro-3-fluoro-4'-morpholino-[1,1'-biphenyl]-4-Formaldehyde